ethyl 2-(5-methoxy-5-oxo-pentyl)pyrazole-3-carboxylate COC(CCCCN1N=CC=C1C(=O)OCC)=O